ClC1=C(C=C(C=C1)C(C)(C)C=1N=C(SC1)NC(=O)NCC1=CC=C(C=C1)N1CCNCC1)F 1-(4-(2-(4-chloro-3-fluorophenyl)propan-2-yl)thiazol-2-yl)-3-(4-(piperazin-1-yl)benzyl)urea